FC(CN1[C@H]2CC(C[C@@H]1CC2)N2N=CC(=C2)N)(F)F 1-((1R,3s,5S)-8-(2,2,2-trifluoroethyl)-8-azabicyclo[3.2.1]octan-3-yl)-1H-pyrazol-4-amine